N1=CCC(C=C1)=O 4-pyridone